tert-butyl N-{[4-(4,7,10,13,16-pentaoxanonadec-18-ynamido)phenyl]methyl}carbamate tert-Butyl-N-[(4-aminophenyl)methyl]carbamate C(C)(C)(C)OC(NCC1=CC=C(C=C1)N)=O.C(CCOCCOCCOCCOCCOCC#C)(=O)NC1=CC=C(C=C1)CNC(OC(C)(C)C)=O